FC1=C(C=CC(=C1)I)NC=1C(=NN(C(C1)=O)C)C(=O)OC methyl 4-(2-fluoro-4-iodophenylamino)-1-methyl-6-oxo-1,6-dihydropyridazine-3-carboxylate